5-amino-3,3'-(1,4-phenylene)bis(1H-1,2,4-triazole) NC1=NC(=NN1)C1=CC=C(C=C1)C1=NNC=N1